FC1=C(C(=O)N)C(=CC(=C1)C)F 2,6-difluoro-4-methyl-benzamide